C(N)(=O)C1=CC=C(OC=2C=C(C=C(C2)OC2=CC=C(C=C2)F)NC(=O)N2CCN(CC2)CC(CC)CC)C=C1 N-(3-(4-carbamoylphenoxy)-5-(4-fluorophenoxy)phenyl)-4-(2-ethylbutyl)piperazine-1-carboxamide